4-(2,2-dimethyl-6-methylcyclohexyl)but-3-en-2-one boron trichloride B(Cl)(Cl)Cl.CC1(C(C(CCC1)C)C=CC(C)=O)C